[N+](=O)([O-])C1=CC(=CC2=C1NC=N2)B(O)O 7-nitro-1H-1,3-benzodiazol-5-ylboronic acid